N-(4-methoxy-2-((R)-3-morpholinopyrrolidine-1-yl)-5-((6-((R)-3-(3-(trifluoromethyl)phenyl)-isoxazolidine-2-yl)pyrimidine-4-yl)amino)phenyl)acrylamide COC1=CC(=C(C=C1NC1=NC=NC(=C1)N1OCC[C@@H]1C1=CC(=CC=C1)C(F)(F)F)NC(C=C)=O)N1C[C@@H](CC1)N1CCOCC1